(7-((7-Methyl-6-azaspiro[3.4]octan-6-yl)sulfonyl)-3,4-dihydroisoquinolin-2(1H)-yl)(phenyl)methanone CC1N(CC2(CCC2)C1)S(=O)(=O)C1=CC=C2CCN(CC2=C1)C(=O)C1=CC=CC=C1